4-[(3S)-3-amino-3-methylpyrrolidin-1-yl]-N-cyclohexyl-2'-methoxy-2-methyl-[3,4'-bipyridine]-5-carboxamide N[C@@]1(CN(CC1)C1=C(C(=NC=C1C(=O)NC1CCCCC1)C)C1=CC(=NC=C1)OC)C